tert-butyl (endo)-5-((8-bromo-7-chloro-2-(3-(dimethylamino)azetidin-1-yl)-6-iodo-3-nitroquinolin-4-yl)amino)-2-azabicyclo[2.1.1]hexane-2-carboxylate BrC=1C(=C(C=C2C(=C(C(=NC12)N1CC(C1)N(C)C)[N+](=O)[O-])NC1C2CN(C1C2)C(=O)OC(C)(C)C)I)Cl